ClC1=CC=C(C=N1)NC(=O)N[C@@H]1/C(/NC[C@H]1C1=C(C=C(C=C1F)OC)F)=N/OC |o1:11,15| (-)-1-(6-chloropyridin-3-yl)-3-[(3S*,4R*,Z)-4-(2,6-difluoro-4-methoxyphenyl)-2-(methoxyimino)pyrrolidin-3-yl]urea